CC1=C(C=CC=C1C)C(CN1N=CC=C1)C=1N=CNC1 4-[1-(2,3-dimethylphenyl)-2-(pyrazol-1-yl)ethyl]-1H-imidazole